COC1=CC=C(C=C1)C(OC[C@H]1[C@@H](C[C@H](O1)N1C(NC(C(=C1)C)=O)=O)O)(C1=CC=CC=C1)C1=CC=C(C=C1)OC 1-((2S,4R,5S)-5-((bis(4-methoxyphenyl)(phenyl)methoxy)methyl)-4-hydroxytetrahydrofuran-2-yl)-5-methylpyrimidine-2,4(1H,3H)-dione